2,2-difluoroethyl para-toluenesulfonate CC1=CC=C(C=C1)S(=O)(=O)OCC(F)F